BrC1=CC=CC=2C(C3=CC=CC(=C3C12)Br)=O 4,5-dibromo-9-fluorenone